OC(C)(C)C1=CC=CC=N1 6-(2-hydroxypropan-2-yl)pyridin